2-(dimethoxymethyl)oxirane tert-butyl-4-hydroxy-6-oxo-5-{[2-(trifluoromethoxy)phenyl]carbamothioyl}-3,6-dihydropyridine-1(2H)-carboxylate C(C)(C)(C)OC(=O)N1CCC(=C(C1=O)C(NC1=C(C=CC=C1)OC(F)(F)F)=S)O.COC(C1OC1)OC